5-(2-Aminopyridin-4-yl)-7-(4-(tert-butyl)phenyl)-1H-indazol-3-amine NC1=NC=CC(=C1)C=1C=C2C(=NNC2=C(C1)C1=CC=C(C=C1)C(C)(C)C)N